ethyl (6S,10R)-10-(1,3-benzodioxol-5-yl)-6-butyl-7-methyl-3,8-dioxo-1-(2-thienyl)-2-(2-thienylmethyl)-4-oxa-2,7,9-triazadodecan-12-oate O1COC2=C1C=CC(=C2)[C@H](NC(N([C@H](COC(N(CC=2SC=CC2)CC=2SC=CC2)=O)CCCC)C)=O)CC(=O)OCC